(R)-N-(1-cyanocyclopropyl)-4-(3-methylmorpholino)-9H-pyrimido[4,5-b]indole-7-sulfonamide C(#N)C1(CC1)NS(=O)(=O)C1=CC=C2C3=C(NC2=C1)N=CN=C3N3[C@@H](COCC3)C